F[C@]1(CN(CC[C@H]1O)C1=NC=CC(=N1)NC=1C=C2C(=CN=C(C2=CN1)N1[C@H]([C@@H](C1)C(=O)N(C)C)C)C(C)C)C (2S,3R)-1-(6-((2-((3S,4R)-3-fluoro-4-hydroxy-3-methylpiperidin-1-yl)pyrimidin-4-yl)amino)-4-isopropyl-2,7-naphthyridin-1-yl)-N,N,2-trimethylazetidine-3-carboxamide